methyl-cyclopropylamine hydrochloride Cl.CNC1CC1